CC=1N(C(=CC1)C)C1=CC=NN1C(F)(F)F 5-(2,5-dimethyl-1H-pyrrol-1-yl)-1-(trifluoromethyl)-1H-pyrazole